C(C)OC1=CC(=CC2=CN(N=C12)C)C=1C=CC(=C(C1)O)C=1N=NC(=CC1)C1CN(C1)C 5-(7-ethoxy-2-methyl-2H-indazol-5-yl)-2-(6-(1-methylazetidin-3-yl)pyridazin-3-yl)phenol